2',2'''-(pyridine-2,6-diyl)bis(3-(adamantan-1-yl)-5-(tert-butyl)-[1,1'-biphenyl]-2-ol) N1=C(C=CC=C1C1=C(C=CC=C1)C=1C(=C(C=C(C1)C(C)(C)C)C12CC3CC(CC(C1)C3)C2)O)C2=C(C=CC=C2)C=2C(=C(C=C(C2)C(C)(C)C)C23CC1CC(CC(C2)C1)C3)O